C(C)OC(=O)C=1C=C(N2CCCC12)C(C(N[C@H](C(F)(F)F)C)=O)=O (S)-5-(2-oxo-2-((1,1,1-trifluoroprop-2-yl)amino)acetyl)-2,3-dihydro-1H-pyrrolizine-7-carboxylic acid ethyl ester